C(CCCCCCCCCCCCC)C(CCCCCCCCCCCCCCCCC)O tetradecyl-octadecyl alcohol